ethyl (6R)-6-[4-[5-fluoro-2-(1,3,4-thiadiazol-2-yl)-3-pyridyl]-1-piperidyl]-2-azaspiro[3.4]octane-2-carboxylate FC=1C=C(C(=NC1)C=1SC=NN1)C1CCN(CC1)[C@H]1CC2(CN(C2)C(=O)OCC)CC1